C(C)(C)(C)OC(=O)N1C=C(C2=CC(=CC(=C12)C)B1OC(C(O1)(C)C)(C)C)NC(C)=O.C(C)(=O)NC1=CN(C2=C(C=C(C=C12)O)C)C(=O)OC(C)(C)C tert-butyl 3-acetamido-5-hydroxy-7-methylindole-1-carboxylate tert-Butyl-3-acetamido-7-methyl-5-(4,4,5,5-tetramethyl-1,3,2-dioxaborolan-2-yl)indole-1-carboxylate